Sodium diformate C(=O)[O-].C(=O)[O-].[Na+].[Na+]